ClC1=C(C(=NN1C1CCOCC1)C)C=O 5-chloro-3-methyl-1-(tetrahydro-2H-pyran-4-yl)-1H-pyrazole-4-carbaldehyde